5-((1s,2r)-1-(1,1-dioxo-3,4-dihydro-2H-benzo[e][1,2]thiazin-2-yl)-2-(6-fluoro-2,3-dimethylphenyl)propyl)-1,3,4-oxadiazol-2(3H)-one O=S1(N(CCC2=C1C=CC=C2)[C@@H]([C@H](C)C2=C(C(=CC=C2F)C)C)C2=NNC(O2)=O)=O